N-[(4-Chlorophenyl)-methyl]-2-isopropyl-6-[(3S)-3-(methoxymethyl)-morpholin-4-yl]-4-methyl-pyridine-3-carboxylic acid amide ClC1=CC=C(C=C1)CNC(=O)C=1C(=NC(=CC1C)N1[C@H](COCC1)COC)C(C)C